CC1=NN2C(N=CC=C2)=C1 2-methylpyrazolo[1,5-a]pyrimidin